Sodium 2-(4-bromo-2-cyclopropylphenoxy)-3-methoxypropanoate BrC1=CC(=C(OC(C(=O)[O-])COC)C=C1)C1CC1.[Na+]